4-(benzyloxy)-2,6-dimethoxybenzoic acid C(C1=CC=CC=C1)OC1=CC(=C(C(=O)O)C(=C1)OC)OC